N1C(NC(C1)=O)=O IMIDAZOLINE-2,4-DIONE